FC1=CC=C(C=C1)C(C1CCNCC1)N1CCOCC1 4-[(4-Fluorophenyl)-morpholino-methyl]piperidine